The molecule is a macrocycle isolated from a marine sediment-derived actinomycete, Streptomyces sp. A stereoisomer of marineosin A, it exhibits cytotoxicity against colon tumour cell lines. It has a role as a metabolite and an antineoplastic agent. It is an azaspiro compound, an ether, a macrocycle, an oxaspiro compound and a member of pyrroles. C[C@H]1C[C@@H]2CCCCCCCC3=CC=C([C@H]2[C@]4(O1)[C@H](CC(=N4)C5=CC=CN5)OC)N3